NC1=C2C(=NC=N1)N(N=C2C2=CC=C(C=C2)O)CC2=NC1=CC=CC(=C1C(N2CC2=C(C=CC=C2)Cl)=O)C#CCCCC(=O)N2CCOCC2 2-((4-Amino-3-(4-hydroxyphenyl)-1H-pyrazolo[3,4-d]pyrimidin-1-yl)methyl)-3-(2-chlorobenzyl)-5-(6-morpholino-6-oxohex-1-yn-1-yl)quinazolin-4(3H)-one